4-(4-(6-methoxy-4-oxo-4H-chromen-2-yl)phenoxy)benzaldehyde COC=1C=C2C(C=C(OC2=CC1)C1=CC=C(OC2=CC=C(C=O)C=C2)C=C1)=O